Br[SiH2]COC1=CC=CC=C1 bromophenyloxymethylsilane